COC1=CC=C(CNC(=O)NC2CC3(C2)CC(C3)OC=3C=NC=CC3)C=C1 1-(4-methoxybenzyl)-3-(6-(pyridin-3-yloxy)spiro[3.3]heptan-2-yl)urea